ethyl hydrogen ((3-bromo-7-(3-(methylsulfonyl)propoxy)-5-(4-oxo-1,4-dihydropyridin-2-yl)benzo[b]thiophen-2-yl)difluoromethyl)phosphonate BrC=1C2=C(SC1C(F)(F)P(OCC)(O)=O)C(=CC(=C2)C=2NC=CC(C2)=O)OCCCS(=O)(=O)C